FC(C1=CC=C(C=C1)C1=CC(=NC=C1C1=CC=C(C=C1)OC)C(F)(F)F)(F)F 4-(4-trifluoromethylphenyl)-5-(4-methoxyphenyl)-2-(trifluoromethyl)pyridine